C1(=CC=CC=C1)C(C1=CC=CC=C1)=NC1=CC=C(N=N1)N1CCN(CC1)C(=O)OC(C)(C)C tert-butyl 4-(6-((diphenylmethylene)amino)pyridazin-3-yl)piperazine-1-carboxylate